NCC(C#C)(O)C 1-amino-2-methylbut-3-yn-2-ol